2-((S)-1-(1-(3-isopropyl-1,2,4-oxadiazol-5-yl)piperidin-4-yl)ethoxy)-5-(2-chloropyridin-4-yl)thiazolo[5,4-b]pyridin C(C)(C)C1=NOC(=N1)N1CCC(CC1)[C@H](C)OC=1SC2=NC(=CC=C2N1)C1=CC(=NC=C1)Cl